(S)-7-(2-(2-oxa-6-azaspiro[3.4]octan-6-yl)pyrimidin-5-yl)-4-phenyl-3,4-dihydro-1H-benzo[4,5]imidazo[2,1-c][1,4]oxazine C1OCC12CN(CC2)C2=NC=C(C=N2)C2=CC1=C(N=C3COC[C@@H](N31)C3=CC=CC=C3)C=C2